6-((3-((tert-butoxycarbonyl)amino)propyl)amino)-1-methylpyridazin-1-ium C(C)(C)(C)OC(=O)NCCCNC1=CC=CN=[N+]1C